NC1=C(C=C(C(=C1)F)Cl)C(C(C)NC(OCC1C2=CC=CC=C2C=2C=CC=CC12)=O)=O (9H-fluoren-9-yl)methyl N-(1-(2-amino-5-chloro-4-fluorophenyl)-1-oxopropan-2-yl)carbamate